(4-((6-amino-2-butoxy-8-hydroxy-9H-purin-9-yl)methyl)phenyl)(4-(piperidin-4-ylmethyl)piperazin-1-yl)methanone NC1=C2N=C(N(C2=NC(=N1)OCCCC)CC1=CC=C(C=C1)C(=O)N1CCN(CC1)CC1CCNCC1)O